ClC=1C=C(C=CC1OC)C(C(=O)OCC)(F)F ethyl 2-(3-chloro-4-methoxyphenyl)-2,2-difluoroacetate